FC1=C(N=C(C2=C1N=C(N=C2NCCO)OC[C@]21CCCN1C[C@@H](C2)F)OC(C)C)C2=C1C=NNC1=CC(=C2C(F)(F)F)C 2-((8-fluoro-2-(((2R,7aS)-2-fluorotetrahydro-1H-pyrrolizin-7a(5H)-yl)methoxy)-5-isopropoxy-7-(6-methyl-5-(trifluoromethyl)-1H-indazol-4-yl)pyrido[4,3-d]pyrimidin-4-yl)amino)ethan-1-ol